C(C)(C)(C)N1CCN(CC1)C1=CC(=CC(N1C)=O)B(O)O (6-(4-(tert-butyl)piperazin-1-yl)-1-methyl-2-oxo-1,2-dihydropyridin-4-yl)boronic acid